N(=[N+]=[N-])C[C@]1(CC[C@](C=2C=CC=NC12)(C(=O)NCC1=C(C=C(C=C1)Cl)Cl)F)O |o1:4,7| (5S*,8S*)-8-(azidomethyl)-N-(2,4-dichlorobenzyl)-5-fluoro-8-hydroxy-5,6,7,8-tetrahydroquinoline-5-carboxamide